3-((6-bromo-3-isopropyl-3H-imidazo[4,5-c]pyridin-4-yl)amino)-N-ethyl-4-fluorobenzamide BrC1=CC2=C(C(=N1)NC=1C=C(C(=O)NCC)C=CC1F)N(C=N2)C(C)C